FC=1C=CC(=NC1)N1C(=C(C2=C1C=C1C=NNC1=C2)C2=C(C(=O)O)C=CC=C2)C2(CCOCC2)O [5-(5-fluoro-2-pyridinyl)-6-(4-hydroxytetrahydropyran-4-yl)-1H-pyrrolo[2,3-f]indazol-7-yl]benzoic acid